(1S,2S)-2-{[3-Chloro-4-(propan-2-yloxy)phenyl]carbonyl}cyclopropane-1-carboxylic acid ClC=1C=C(C=CC1OC(C)C)C(=O)[C@@H]1[C@H](C1)C(=O)O